FC1=CC=C(C(=O)C2=CNC=3N=C(N=C(C32)N3C[C@H](CC3)NS(=O)(=O)C3CC3)NC=3C=NC(=CC3)N3CCN(CC3)C)C=C1 (S)-N-(1-(5-(4-fluorobenzoyl)-2-((6-(4-methylpiperazin-1-yl)pyridin-3-yl)amino)-7H-pyrrolo[2,3-d]pyrimidin-4-yl)pyrrolidin-3-yl)cyclopropanesulfonamide